ClC1=C(C=C2C(=C(N(C2=C1F)C)C1=NNC(=N1)C(COC)(F)F)N1C=NC=C1)OC 6-chloro-2-(5-(1,1-difluoro-2-methoxyethyl)-1H-1,2,4-triazol-3-yl)-7-fluoro-3-(1H-imidazol-1-yl)-5-methoxy-1-methyl-1H-indole